C(C=C)(=O)N1C[C@@H]([C@@H](C1)C1CC1)NC=1N=C2C(=NC1)NC=C2C(=O)NCCOC 2-{[(3R,4R)-1-acryloyl-4-cyclopropylpyrrolidin-3-yl]amino}-N-(2-methoxyethyl)-5H-pyrrolo[2,3-b]pyrazine-7-carboxamide